CC1=NN=C(O1)C1=CN=C(S1)OCCCN1CCN(CC1)C1=NSC2=C1C=CC=C2 3-(4-{3-[5-(5-Methyl-[1,3,4]oxadiazol-2-yl)-thiazol-2-yloxy]-propyl}-piperazin-1-yl)-benzo[d]isothiazole